1-(4-(6-chloro-8-fluoro-7-(2-fluoro-6-hydroxyphenyl)-2-(2-(pyridin-2-ylamino)ethyl)quinazolin-4-yl)piperazin-1-yl)prop-2-en-1-one ClC=1C=C2C(=NC(=NC2=C(C1C1=C(C=CC=C1O)F)F)CCNC1=NC=CC=C1)N1CCN(CC1)C(C=C)=O